C[C@@H]1N(CC1)C=1N=C(C2=C(N1)CCC2)C2=CC1=C(N=C(S1)N)C=C2 (S)-6-(2-(2-methylazetidin-1-yl)-6,7-dihydro-5H-cyclopenta[d]pyrimidin-4-yl)benzo[d]thiazol-2-amine